OCCOCCOCCOCCOCCOCCOCCOC/C=C/C(=O)OC methyl (E)-4-[2-[2-[2-[2-[2-[2-(2-hydroxyethoxy)ethoxy]ethoxy]ethoxy]ethoxy]ethoxy]ethoxy]but-2-enoate